CN1N=C(C(=C1)C1=NN2C(=NC=3C(=CC=CC3C2=N1)C(F)(F)F)N[C@@H]1C(NCCNC1)=O)C (6S)-6-{[2-(1,3-dimethyl-1H-pyrazol-4-yl)-7-(trifluoromethyl)[1,2,4]triazolo[1,5-c]quinazolin-5-yl]amino}-1,4-diazepan-5-one